(4,6-diphenyl-1,3,5-triazin-2-yl)aniline C1(=CC=CC=C1)C1=NC(=NC(=N1)C1=CC=CC=C1)NC1=CC=CC=C1